CC1(N(CCC1)CCNC(=O)C=1SC(=C(C1)C)NC1=NN(C2=NC(=NC=C21)NC=2C=NC=NC2)C)C N-(2-(2,2-dimethylpyrrolidin-1-yl)ethyl)-4-methyl-5-((1-methyl-6-(pyrimidin-5-ylamino)-1H-pyrazolo[3,4-d]pyrimidin-3-yl)amino)thiophene-2-carboxamide